COCCCN 3-meth-oxypropylamine